CC=1C2=C(N=NC1C1=C(C=C(C=C1)C(F)(F)F)O)N(C=C2)[C@H]2CN(CCC2)C 2-[4-methyl-7-[(3R)-1-methyl-3-piperidyl]pyrrolo[2,3-c]pyridazin-3-yl]-5-(trifluoromethyl)phenol